N-(2-methoxybenzyl)-4-(2-methoxyethyl)-3-methyl-5-oxo-8-(4,4,5,5-tetramethyl-1,3,2-dioxaborolan-2-yl)-2,3,4,5-tetrahydrobenzofuro[2,3-f][1,4]oxazepine-3-carboxamide COC1=C(CNC(=O)C2(COC3=C(C(N2CCOC)=O)OC2=C3C=CC(=C2)B2OC(C(O2)(C)C)(C)C)C)C=CC=C1